COC1=C(C=C(C(=N1)N(C[C@H]1N(CCC1)C)C)[N+](=O)[O-])N (S)-6-methoxy-N2-methyl-N2-((1-methylpyrrolidin-2-yl)methyl)-3-nitropyridine-2,5-diamine